(1r,5s)-3-amino-8-azabicyclo[3.2.1]octane-8-carboxylic acid tert-butyl ester C(C)(C)(C)OC(=O)N1[C@H]2CC(C[C@@H]1CC2)N